FC(OC1=CC=C(C=C1)N1C(C(=NC=2C=NC(=NC12)NCC(F)(F)F)C1=CC2=CN(N=C2C=C1)CC(C)(C)O)=O)F 8-(4-(difluoromethoxy)phenyl)-6-(2-(2-hydroxy-2-methylpropyl)-2H-indazol-5-yl)-2-((2,2,2-Trifluoroethyl)amino)pteridine-7(8H)-one